2-AminoPhenoxazinone NC1=CC2=NC3C=CC=CC=3OC2=CC1=O